C(CCCCCCCCCCCCCCCCCCC)(=O)N[C@@H](C(O)[C@H]1[C@H](O)[C@@H](O)[C@H](O[C@H]2[C@H](O)[C@@H](O)[C@@H](O)[C@H](O2)CO)[C@H](O1)CO)[C@H](O)CCCCCCCCCCCCCCC N-(eicosanoyl)-1-beta-lactosyl-sphinganine